FC1(C[C@@H](NC1)C(=O)N)F (R)-4,4-difluoro-pyrrolidine-2-carboxamide